1-(tert-butyl) 2-ethyl 5-methyl-1H-indole-1,2-dicarboxylate CC=1C=C2C=C(N(C2=CC1)C(=O)OC(C)(C)C)C(=O)OCC